(S)-1-(2-chloro-6-fluorobenzyl)-N-(2-fluoro-6-methoxybenzyl)-3,4-dimethyl-2-oxo-1,2,3,4-tetrahydro-quinazoline-7-carboxamide ClC1=C(CN2C(N([C@H](C3=CC=C(C=C23)C(=O)NCC2=C(C=CC=C2OC)F)C)C)=O)C(=CC=C1)F